C(C1=CC=CC=C1)OC(=O)N1C(CCC(CC1)=O)O[Si](C1=CC=CC=C1)(C1=CC=CC=C1)C(C)(C)C ((tert-butyldiphenylsilyl)oxy)-5-oxoazepane-1-carboxylic acid benzyl ester